[N+](=O)([O-])C1=CC=CC=2C1=NON2 Nitro-Benzo-Furazan